ClC=1C=C(C=CC1OCC1=NC=CC=C1)NC(C)=O N-(3-chloro-4-(pyridin-2-ylmethoxy)phenyl)acetamide